N1C(=NC2=C1C=CC=C2)[C@@H]2[C@H](C2)C(=O)N[C@H](C(=O)NC2=CC=C(C=C2)Cl)C (1S,2S)-2-(1H-benzo[d]imidazol-2-yl)-N-((S)-1-((4-chlorophenyl)amino)-1-oxopropan-2-yl)cyclopropane-1-carboxamide